1-(3-(2-(Dimethylamino)Ethyl)-1H-Indol-4-Yl)-N-Methylmethanesulfonamide CN(CCC1=CNC2=CC=CC(=C12)CS(=O)(=O)NC)C